C(C1=CC=CC=C1)NS(=O)(=O)N benzylsulfamide